(5-methyl-4-nitroisoxazol-3-yl)methanone CC1=C(C(=NO1)C=O)[N+](=O)[O-]